C(C)(C)N1CCN(CC1)C1=C(C=C(C(=C1)OC)NC1=NC=NC(=C1)N1OCC[C@@H]1C=1C=NC(=CC1)C)NC(C=C)=O N-(2-(4-isopropylpiperazine-1-yl)-4-methoxy-5-((6-((R)-3-(6-methylpyridine-3-yl)isoxazolidine-2-yl)pyrimidine-4-yl)amino)-phenyl)acrylamide